C=C(CO)CCC1C(C(=CC1)C)(C)C 2-methylene-4-(2,2,3-trimethylcyclopent-3-en-1-yl)butan-1-ol